C(C)(C)(C)OC(=O)N1C[C@H](N(CC1)C(C1=CC=C(C=C1)F)C1=CC=C(C=C1)F)C(C)C (R)-4-(bis(4-fluorophenyl)methyl)-3-isopropylpiperazine-1-carboxylic acid tert-butyl ester